2-((4-((S)-2-(4-chloro-2-(methoxy-d3)phenyl)-3-fluoro-2H-chromen-8-yl-2-d)piperidin-1-yl)methyl)-3-(((S)-oxabutane-2-yl)methyl)-3H-imidazo[4,5-b]pyridine-5-carboxylic acid ClC1=CC(=C(C=C1)[C@@]1(OC2=C(C=CC=C2C=C1F)C1CCN(CC1)CC1=NC=2C(=NC(=CC2)C(=O)O)N1C[C@@H](O)CC)[2H])OC([2H])([2H])[2H]